O(P([O-])(=O)OP(=O)([O-])[O-])C\C=C(/C)\CC\C=C(\CC\C=C(/C)\CCC=C(C)C)/C geranylgeranyl pyrophosphat